benzyl (4-phenoxybenzoyl)glycylglycinate O(C1=CC=CC=C1)C1=CC=C(C(=O)NCC(=O)NCC(=O)OCC2=CC=CC=C2)C=C1